2-morpholinecarboxylic acid N1CC(OCC1)C(=O)O